1-(2-(2-benzyl-4-methylphenoxy)ethyl)piperidin-4-ol C(C1=CC=CC=C1)C1=C(OCCN2CCC(CC2)O)C=CC(=C1)C